ClC1=CC(=C2C(=N1)N(N=N2)[C@H]2[C@@H]([C@@H]([C@H](O2)COP(=O)(OC)CP(O)(O)=O)O)O)NC2CCCC2 (((((2R,3S,4R,5R)-5-(5-chloro-7-(cyclopentylamino)-3H-[1,2,3]triazolo[4,5-b]pyridin-3-yl)-3,4-dihydroxytetrahydrofuran-2-yl)methoxy)(methoxy)phosphoryl)methyl)phosphonic acid